8-methyl-2-[(6-methylpyridin-2-yl)methyl]-4,5-dihydro-2H-furo[2,3-g]indazole-7-carboxamide CC1=C(OC=2CCC3=CN(N=C3C21)CC2=NC(=CC=C2)C)C(=O)N